2-((6'-((4-chloro-2-fluorobenzyl)oxy)-[2,2'-bipyridyl]-5-yl)methyl)-1-(oxetan-2-ylmethyl)-1H-benzo[d]imidazole-6-carboxylic acid methyl ester COC(=O)C=1C=CC2=C(N(C(=N2)CC=2C=CC(=NC2)C2=NC(=CC=C2)OCC2=C(C=C(C=C2)Cl)F)CC2OCC2)C1